{[3-(dodecanoylamino)propyl](dimethyl)-ammonio}acetate C(CCCCCCCCCCC)(=O)NCCC[N+](C)(C)CC(=O)[O-]